C(CC(O)(C(=O)O)CC(=O)O)(=O)O.CC=1C=C(SC1C)CC[C@@]1(CN(CC1)C(C)(C)C=1C=NC(=CC1)C)CNS(=O)(=O)C1=CC=C(C=C1)C (R)-N-((3-(2-(4,5-dimethylthiophen-2-yl)ethyl)-1-(2-(6-methylpyridin-3-yl)propan-2-yl)pyrrolidin-3-yl)methyl)-4-methylbenzenesulfonamide citrate